C(C)OC(=O)[C@@H]1C[C@H](CC1)OC1=CC=C(C=C1)C=1C=NN(C1C(=O)O)C |r| 4-(4-(((±)-trans-3-(ethoxycarbonyl)cyclopentyl)oxy)phenyl)-1-methyl-1H-pyrazole-5-carboxylic Acid